2-bromospiro[fluorene-9,9'-xanthene] BrC1=CC2=C(C=C1)C1=CC=CC=C1C21C2=CC=CC=C2OC=2C=CC=CC12